2-methyl-propanoic acid hydrochloride Cl.CC(C(=O)O)C